tert-Butyl 4-[4-(2-bromoethoxy)phenoxy]azepane-1-carboxylate BrCCOC1=CC=C(OC2CCN(CCC2)C(=O)OC(C)(C)C)C=C1